C1(=CCCC1)C=1C=C(C=CC1)C1(CC1)C=1C(=C(C(=O)N)C=C(C1)OCCN(C)C)C (1-(3-(cyclopent-1-en-1-yl)phenyl)cyclopropyl)-5-(2-(dimethyl-amino)ethoxy)-2-methylbenzamide